FC1=CC=CC(=N1)NC1=NC=C(C(=O)NOC)C(=C1)NC=1C(=NC(=CC1)C)N(S(=O)(=O)C)C 6-((6-fluoropyridin-2-yl)amino)-N-methoxy-4-((6-Methyl-2-(N-methylmethylsulfonamido)pyridin-3-yl)amino)nicotinamide